ClC1=CC=C(C=N1)C(C(=O)OC)CC#N Methyl 2-(6-chloropyridin-3-yl)-3-cyanopropionate